N-[1-(dimethylamino)-4,4-difluoro-2-methylbutan-2-yl]-2-methyl-5-[(pyridin-2-yl)methoxy]-2H-indazole-3-carboxamide CN(CC(CC(F)F)(C)NC(=O)C=1N(N=C2C=CC(=CC12)OCC1=NC=CC=C1)C)C